C(C)(C)(C)OC(=O)NC(NC(OC(C)(C)C)=O)=NS(=O)(=O)C(F)(F)F tert-butyl N-({[(tert-butoxy)carbonyl]amino}(trifluoromethanesulfonylimino)methyl)carbamate